(3R,8R)-20-(2,6-Dimethylphenyl)-2-oxa-16λ6-thia-6,9,17,19,22-pentaazatetracyclo[16.3.1.111,15.03,8]tricosa-1(21),11(23),12,14,18(22),19-hexaene-10,16,16-trione CC1=C(C(=CC=C1)C)C1=NC=2NS(C3=CC=CC(C(N[C@@H]4CNCC[C@H]4OC(=C1)N2)=O)=C3)(=O)=O